Cl.ClC=1C=C(C=CC1Cl)N1N=C(C=C1)OCCCCN1C[C@@H](O[C@@H](C1)C)C (2S,6R)-4-{4-[1-(3,4-dichlorophenyl)-1H-pyrazol-3-yloxy]butyl}-2,6-dimethylmorpholine hydrochloride